(2S,3S)-1-cyano-N-(5-(4-fluorophenyl)thiazol-2-yl)-2-methylpyrrolidine-3-carboxamide C(#N)N1[C@H]([C@H](CC1)C(=O)NC=1SC(=CN1)C1=CC=C(C=C1)F)C